1,4-dichlorohexyl isocyanate ClC(CCC(CC)Cl)N=C=O